C(C(C)C)N1CCC(CC1)CNC1=NC=CC(=N1)C1=CN(C2=CN=CC=C21)C(C)C N-((1-isobutylpiperidin-4-yl)methyl)-4-(1-isopropyl-1H-pyrrolo[2,3-c]pyridin-3-yl)pyrimidin-2-amine